2-(2,4-Dimethoxypyrimidin-5-yl)pyrazolo[4,3-c]pyridine-7-carbonitrile COC1=NC=C(C(=N1)OC)N1N=C2C(C=NC=C2C#N)=C1